FC(C=1C=NC(=NC1)C1=NN2C(CNCC2)=N1)(F)F 2-(5-(trifluoromethyl)pyrimidin-2-yl)-5,6,7,8-tetrahydro-[1,2,4]triazolo[1,5-a]pyrazine